4-(4-(2,6-dioxopiperidin-3-yl)-1-oxoisoindol-5-yl)piperazin O=C1NC(CCC1C1=C2C=NC(C2=CC=C1N1CCNCC1)=O)=O